TMS(TriMethoxySilane) [Si](C)(C)(C)[Si](OC)(OC)OC